tert-butyl (S)-4-(5-bromo-7-(4-cyanopyridin-2-yl)-7H-pyrrolo[2,3-d]pyrimidin-4-yl)-3-methylpiperazine-1-carboxylate BrC1=CN(C=2N=CN=C(C21)N2[C@H](CN(CC2)C(=O)OC(C)(C)C)C)C2=NC=CC(=C2)C#N